Cl[Si](C1=CC=CC=C1)(Cl)Cl Trichloro(phenyl)silane